Racemic-17-amino-6-hydroxy-12-methyl-6,15-bis(trifluoromethyl)-19-oxa-3,4,12,18-tetrazatricyclo[12.3.1.12,5]nonadeca-1(18),2,4,14,16-pentaen-13-one NC1=CC(=C2C(N(CCCCC[C@@](C3=NN=C(C1=N2)O3)(C(F)(F)F)O)C)=O)C(F)(F)F |r|